C(#N)C1=CC=C2C=C(N(C2=C1)CCC1=CC=CC=C1)C(=O)NC1CCN(CC1)CCCNC(OC(C)(C)C)=O tert-Butyl (3-(4-(6-cyano-1-phenethyl-1H-indole-2-carboxamido)piperidin-1-yl)propyl)carbamate